N1=CC=NC2=CC(=CC=C12)COC1=CC=CC(=N1)C1CCN(CC1)CC1=NC2=C(N1)C=C(C=C2)C(=O)O 2-((4-(6-(quinoxalin-6-ylmethoxy)pyridin-2-yl)piperidin-1-yl)methyl)-1H-benzo[d]imidazole-6-Carboxylic acid